1-(2-(dimethylamino)ethyl)-1,3-dimethyl-3-(4-(1-phenyl-1H-benzo[d]imidazol-6-yl)phenyl)urea CN(CCN(C(=O)N(C1=CC=C(C=C1)C=1C=CC2=C(N(C=N2)C2=CC=CC=C2)C1)C)C)C